7,8-Difluoro-3-methyl-3-(phenyldiazenyl)-2,3-dihydro-4H-benzo[4,5]imidazo[2,1-b][1,3]thiazin-4-one FC1=CC2=C(N=C3SCC(C(N32)=O)(N=NC3=CC=CC=C3)C)C=C1F